ethynyl-3-(methoxymethoxy)naphthalene C(#C)C1=CC(=CC2=CC=CC=C12)OCOC